N-tert-butyl-2-[[2-(4-cyclopropylpyridin-2-yl)-5H,6H,7H-cyclopenta[d]pyrimidin-4-yl](methyl)amino]acetamide C(C)(C)(C)NC(CN(C)C=1C2=C(N=C(N1)C1=NC=CC(=C1)C1CC1)CCC2)=O